C(=O)(O)C1=CC=C(C=C1)C=1C=C(C(=O)O)C=C(C1)C1=CC=C(C=C1)C(=O)O 3,5-bis(p-carboxyphenyl)benzoic acid